isononyl bromide C(CCCCCC(C)C)Br